N-(pyridin-2-yl)-2-azabicyclo[3.1.0]hexane N1=C(C=CC=C1)N1C2CC2CC1